C(C)(C)(C)OC(=O)N1CC(CCC1)CCOC1=CC(=C(C(=C1)C)C)CNC([C@H](CCC1=CC=CC=C1)NC(CCC(=O)OC(C)(C)C)=O)=O 3-(2-(3-(((S)-2-(4-(tert-butoxy)-4-oxobutanoylamino)-4-phenylbutanoylamino)methyl)-4,5-dimethylphenoxy)ethyl)piperidine-1-carboxylic acid tert-butyl ester